(4-methoxypyrimidin-5-yl)boronic acid COC1=NC=NC=C1B(O)O